7-amino-8-(3-methoxy-2-methylphenyl)-3-(trifluoromethyl)imidazo[1,2-a]pyridine-6-carbonitrile NC1=C(C=2N(C=C1C#N)C(=CN2)C(F)(F)F)C2=C(C(=CC=C2)OC)C